FC1=CC(=C(C=C1)[N+](=O)[O-])SC 4-fluoro-2-methylsulfanyl-1-nitro-benzene